2-chloro-4-[6-methyl-4-oxo-3H,4H,6H,7H-pyrano[3,4-d]imidazol-3-yl]benzonitrile ClC1=C(C#N)C=CC(=C1)N1C=NC2=C1C(OC(C2)C)=O